C(C)C1=C(NC2=CC=C(C=C12)N1CCN(CC1)C1CCN(CC1)C(C)C)C1=CC(=NC=C1)OC 3-ethyl-5-(4-(1-isopropylpiperidin-4-yl)piperazin-1-yl)-2-(2-methoxypyridin-4-yl)-1H-indole